C(CCC)(=O)OO O-Hydroxy butyrate